3-bromo-9-(4-(((3S)-3-methoxypyrrolidin-1-yl)carbonyl)phenyl)-2-(trifluoromethyl)-4H-pyrido[1,2-a]pyrimidin-4-one BrC1=C(N=C2N(C1=O)C=CC=C2C2=CC=C(C=C2)C(=O)N2C[C@H](CC2)OC)C(F)(F)F